N-(5-(3-(9H-purin-6-yl)pyridin-2-ylamino)-2-fluorophenyl)-6-(2-cyanopropan-2-yl)picolinamide N1=CN=C2NC=NC2=C1C=1C(=NC=CC1)NC=1C=CC(=C(C1)NC(C1=NC(=CC=C1)C(C)(C)C#N)=O)F